hexafluorobutyl acrylate octafluoropentyl-acrylate FC(C(C(F)(F)OC(C=C)=O)(F)F)CC(F)(F)F.C(C=C)(=O)OC(C(CC(F)(F)F)F)(F)F